BrC1=CC=C(C=C1)C1CCN(CC1)CC1CN(CCO1)C 2-((4-(4-bromophenyl)piperidin-1-yl)methyl)-4-methylmorpholine